FC=1C=CC2=C(C3=C(C(OC2C2=CC=C(C=C2)C(F)(F)F)=S)C=CC=C3)C1 10-fluoro-7-(4-(trifluoromethyl)phenyl)dibenzo[c,e]oxepine-5(7H)-thione